O[C@H](CC)C1=CC(=C(C=N1)C=1C=NC2=CC(=NC=C2C1)NC(=O)C1CC1)C N-(3-{6-[(1R)-1-hydroxypropyl]-4-methylpyridin-3-yl}-1,6-naphthyridin-7-yl)cyclopropanecarboxamide